4-(4-(4-Hydroxyphenoxy)pyridin-3-yl)-6-methyl-1-tosyl-1H-pyrrolo[2,3-c]pyridin-7(6H)-one OC1=CC=C(OC2=C(C=NC=C2)C=2C3=C(C(N(C2)C)=O)N(C=C3)S(=O)(=O)C3=CC=C(C)C=C3)C=C1